FC1=C(C(=CC(=C1)C#CC1=CC=C(C=C1)N1CCCC1)C=NN1CCOCC1)O 2-fluoro-6-((morpholinoimino)methyl)-4-((4-(pyrrolidin-1-yl)phenyl)ethynyl)phenol